tert-butyl (S)-2-cyano-4-(2-(1-methyl-3-(trifluoromethyl)-1H-pyrazol-4-yl)phenyl)-4,7-dihydrothieno[2,3-c]pyridine-6(5H)-carboxylate C(#N)C1=CC2=C(CN(C[C@H]2C2=C(C=CC=C2)C=2C(=NN(C2)C)C(F)(F)F)C(=O)OC(C)(C)C)S1